6-(4'-((1,1-dioxidothiomorpholino)methyl)-2,3,5,6-tetrafluoro-[1,1'-biphenyl]-4-yl)-2-methyl-1H-benzo[d]imidazole-4-carboxylic acid O=S1(CCN(CC1)CC1=CC=C(C=C1)C1=C(C(=C(C(=C1F)F)C=1C=C(C2=C(NC(=N2)C)C1)C(=O)O)F)F)=O